FC1=C(C=CC=C1)N1C(=NC2=CC=CC=C2C1=O)C=O 3-(2-Fluorophenyl)-4-oxo-quinazoline-2-carbaldehyd